lithium pyrazole salt N1N=CC=C1.[Li]